(3R,3aR,6S,6aR)-hexahydrofuro[3,2-b]furan O1[C@H]2[C@@H](CC1)OCC2